(R)-N-(1-aminopropane-2-yl)-5-(4-(trifluoromethyl)phenyl)-2-naphthaceneAmide NC[C@@H](C)NC(=O)C1=CC2=CC3=CC4=CC=CC=C4C=C3C(=C2C=C1)C1=CC=C(C=C1)C(F)(F)F